N1CC(=CC2=CC=CC=C12)C#N 1,2-dihydro-quinoline-3-carbonitrile